ClC1=C(C=C(C=C1)N1CC(C2=NC(=CC=C21)C(=O)N2C(CNCC2)(C)C)(C)C)F 4-(1-(4-chloro-3-fluorophenyl)-3,3-dimethyl-2,3-dihydro-1H-pyrrolo[3,2-b]pyridine-5-carbonyl)-3,3-dimethylpiperazin